3-[[4-[6-[(3R)-3-hydroxy-3-(trifluoromethyl)pyrrolidine-1-carbonyl]-1H-indol-3-yl]-5-(trifluoromethyl)pyrimidin-2-yl]amino]piperidine O[C@]1(CN(CC1)C(=O)C1=CC=C2C(=CNC2=C1)C1=NC(=NC=C1C(F)(F)F)NC1CNCCC1)C(F)(F)F